(6-((1-benzoylpiperidin-4-yl)amino)-2-isopropoxypyrimidin-4-yl)((3R,4R)-4-(3,4-dihydroisoquinolin-2(1H)-yl)-3-hydroxypiperidin-1-yl)methanone C(C1=CC=CC=C1)(=O)N1CCC(CC1)NC1=CC(=NC(=N1)OC(C)C)C(=O)N1C[C@H]([C@@H](CC1)N1CC2=CC=CC=C2CC1)O